(2,4,8,10-tetraoxaspiro[5.5]undecane-3,9-diyl) bis(2-methyl acrylate) CC(C(=O)OC1OCC2(CO1)COC(OC2)OC(C(=C)C)=O)=C